4-{2-[4-(1-Benzyl-1H-[1,2,3]triazol-4-yl)-piperidin-1-yl]-ethyl}-2-methoxy-pyridine C(C1=CC=CC=C1)N1N=NC(=C1)C1CCN(CC1)CCC1=CC(=NC=C1)OC